6-{[(3S)-3-methylpiperidin-1-yl]Methyl}-4-(trifluoromethyl)-3H-1,3-benzodiazole C[C@@H]1CN(CCC1)CC=1C=C(C2=C(N=CN2)C1)C(F)(F)F